NC1=C(C(=NN1C)C1CC2CC(CC2C1)CNC(=O)C1CC1)C(=O)NC1=CC(=C(C=C1)F)Cl 5-Amino-N-(3-chloro-4-fluorophenyl)-3-(5-(cyclopropanecarboxamidomethyl)octahydropentalen-2-yl)-1-methyl-1H-pyrazole-4-carboxamide